(R)-2-((1s,4S)-4-(2-methylpyridin-4-yl)cyclohexyl)propanoic acid CC1=NC=CC(=C1)C1CCC(CC1)[C@H](C(=O)O)C